tert-butyl (3-(2,2-difluoro-1-hydroxyethyl)-1-(6-(2-(difluoromethyl)-4-fluorophenyl)-4-(hydroxymethyl)pyridin-3-yl)piperidin-3-yl)carbamate FC(C(O)C1(CN(CCC1)C=1C=NC(=CC1CO)C1=C(C=C(C=C1)F)C(F)F)NC(OC(C)(C)C)=O)F